(3-(7,8-dichloro-4-(1H-pyrazol-4-yl)quinolin-2-yl)propyl)-N-(methylsulfonyl)glycine ClC1=CC=C2C(=CC(=NC2=C1Cl)CCCN(CC(=O)O)S(=O)(=O)C)C=1C=NNC1